CC(CCN=C=O)N=C=O 1-methyltrimethylene diisocyanate